C(CCCC(=O)O)(=O)O.C1(CCC(N1)=O)=S thiosuccinimide glutarate